(E)-4-(2-(4'-(9H-carbazol-9-yl)-[1,1'-biphenyl]-4-yl)vinyl)-1-(4-benzoylbenzyl)pyridine C1=CC=CC=2C3=CC=CC=C3N(C12)C1=CC=C(C=C1)C1=CC=C(C=C1)/C=C/C1=CCN(C=C1)CC1=CC=C(C=C1)C(C1=CC=CC=C1)=O